(1S,2S)-2-(HYDROXYMETHYL)CYCLOPROPANECARBOXYLIC ACID OC[C@@H]1[C@H](C1)C(=O)O